4-amino-N-[4-(methoxymethyl)phenyl]-7-(1-methylcyclopropyl)-6-(3-morpholinopropan-1-yn-1-yl)-7H-pyrrolo[2,3-D]pyrimidine-5-carboxamide NC=1C2=C(N=CN1)N(C(=C2C(=O)NC2=CC=C(C=C2)COC)C#CCN2CCOCC2)C2(CC2)C